2',4',5'-trimethyl-[1,1'-biphenyl]-4-carbaldehyde CC1=C(C=C(C(=C1)C)C)C1=CC=C(C=C1)C=O